2-Chloro-5-{[(cyclopentylcarbonyl)amino]methyl}-N-[1-(1,3-thiazol-2-yl)-1H-indazol-4-yl]benzamide cis-butyl-crotonate C(CCC)OC(\C=C/C)=O.ClC1=C(C(=O)NC2=C3C=NN(C3=CC=C2)C=2SC=CN2)C=C(C=C1)CNC(=O)C1CCCC1